(R)-2-Chloro-4-(8-(4-(4-(4-(4-(2,4-dioxotetra-hydropyrimidin-1(2H)-yl)phenyl)piperazin-1-yl)-[1,4'-bipiperidine]-1'-carbonyl)phenyl)-3-methyl-2,8-diazaspiro[4.5]decan-2-yl)benzonitrile ClC1=C(C#N)C=CC(=C1)N1CC2(C[C@H]1C)CCN(CC2)C2=CC=C(C=C2)C(=O)N2CCC(CC2)N2CCC(CC2)N2CCN(CC2)C2=CC=C(C=C2)N2C(NC(CC2)=O)=O